C(C)C=1C(=NC=C(C1)C=1C=CC(=C2C=CC=NC12)C)N ethyl-5-(5-methylquinolin-8-yl)pyridin-2-amine